N(C1=CC=CC=C1)CCC[Si](OC)(OC)OC γ-anilinopropyl-trimethoxysilane